8-morpholinylpyrido[4,3-d]pyrimidin-7(6H)-one N1(CCOCC1)C=1C(NC=C2C1N=CN=C2)=O